BrC=1C=CC=2N(C1)N=C(N2)NC2=C(N=NC(=C2)Cl)C(=O)NC 4-((6-bromo-[1,2,4]triazolo[1,5-a]pyridin-2-yl)amino)-6-chloro-N-methylpyridazine-3-carboxamide